6-[3-ISOPROPYL-4-(OXAN-4-YLAMINO)IMIDAZO[4,5-C]PYRIDIN-6-YL]-1-[(1S,3S)-3-(PIPERIDIN-1-YL)CYCLOBUTYL]SPIRO[INDOLE-3,4'-PIPERIDIN]-2-ONE C(C)(C)N1C=NC2=C1C(=NC(=C2)C2=CC=C1C(=C2)N(C(C12CCNCC2)=O)C2CC(C2)N2CCCCC2)NC2CCOCC2